OCC(C)(O)C oxyl-2-methylpropan-2-ol